The molecule is an organophosphate oxoanion that is the conjugate base of carbamoyl adenylate, obtained by deprotonation of the phosphate group. It is a conjugate base of a carbamoyl adenylate. C1=NC(=C2C(=N1)N(C=N2)[C@H]3[C@@H]([C@@H]([C@H](O3)COP(=O)([O-])OC(=O)N)O)O)N